FC1=CC=C(C=C1)S(=O)(=O)NC1=CC=C(C=C1)C=1C2=C(N=C(N1)NC(=O)C1CC1)NC=C2 N-(4-(4-((4-fluorophenyl)sulfonamido)phenyl)-7H-pyrrolo[2,3-d]pyrimidin-2-yl)cyclopropylcarboxamide